N-(1-(4-fluorophenyl)-2-hydroxyethyl)-1H-pyrrole-3-carboxamide FC1=CC=C(C=C1)C(CO)NC(=O)C1=CNC=C1